C1(C=CC(N1C(COC1C(=O)NC(C1)=O)C)=O)=O β-maleimidopropyloxylsuccinimide